methylene-di-camphorsulfonic acid C(C1C(C2(CCC1C2(C)C)CS(=O)(=O)O)=O)C2C(C1(CCC2C1(C)C)CS(=O)(=O)O)=O